BrC=1C(=C(C=2N(C1)C=C(N2)CCS(=O)(=O)C)F)OCC 6-bromo-7-ethoxy-8-fluoro-2-(2-methylsulfonyl-ethyl)imidazo[1,2-a]pyridine